NC1=CC(=CC(=N1)C1=C(C=CC=C1)CO)CN1C[C@@H](O[C@@H](C1)C)C (2-(6-amino-4-(((2S,6R)-2,6-dimethylmorpholino)methyl)pyridin-2-yl)phenyl)methanol